3-(6-chloropyrimidin-4-yl)-6-ethylimidazo[1,2-b]pyridazine ClC1=CC(=NC=N1)C1=CN=C2N1N=C(C=C2)CC